C(N)([S-])=S.[Zn+2].C(N)([S-])=S zinc dithiocarbamate salt